2-Chloro-5-{[(cyclohexylcarbonyl)amino]methyl}-N-{1-[4-(trifluoromethyl)phenyl]-1H-indazol-4-yl}benzamide tert-butyl-4-(5-hydroxypyrazol-1-yl)piperidine-1-carboxylate C(C)(C)(C)OC(=O)N1CCC(CC1)N1N=CC=C1O.ClC1=C(C(=O)NC2=C3C=NN(C3=CC=C2)C2=CC=C(C=C2)C(F)(F)F)C=C(C=C1)CNC(=O)C1CCCCC1